benzyl (2-(2-(4-(difluoromethyl)phenyl)-6-(1,1,1-trifluoro-2-hydroxy-3-(1'-methyl-1'H-[1,3'-bipyrazole]-5'-carboxamido)propan-2-yl)pyridin-4-yl)propan-2-yl)carbamate FC(C1=CC=C(C=C1)C1=NC(=CC(=C1)C(C)(C)NC(OCC1=CC=CC=C1)=O)C(C(F)(F)F)(CNC(=O)C1=CC(=NN1C)N1N=CC=C1)O)F